N-(2-(2-(Benzyloxy)-4,6-dihydroxybenzoyl)-1,2,3,4-tetrahydroisoquinolin-8-yl)tetrahydrofuran-3-carboxamide propane-1,2-diyl-dicarbamate C(C(C)NC(O)=O)NC(O)=O.C(C1=CC=CC=C1)OC1=C(C(=O)N2CC3=C(C=CC=C3CC2)NC(=O)C2COCC2)C(=CC(=C1)O)O